The molecule is a trisaccharide that is lactose in which the hydroxy group at the 2' positions has been glycosylated by an alpha-L-fucopyranosyl group. It is the most abundant human milk oligosaccharide. It derives from a lactose and an alpha-L-fucose. C[C@H]1[C@H]([C@H]([C@@H]([C@@H](O1)O[C@@H]2[C@H]([C@H]([C@H](O[C@H]2O[C@@H]3[C@H](OC([C@@H]([C@H]3O)O)O)CO)CO)O)O)O)O)O